2-amino-N-(4-hydroxy-bicyclo[2.2.2]oct-1-yl)-5-(4-((1r,5s)-3-(2-morpholinoethyl)-3-azabicyclo[3.1.0]hex-1-yl)phenyl)nicotinamide NC1=C(C(=O)NC23CCC(CC2)(CC3)O)C=C(C=N1)C1=CC=C(C=C1)[C@@]13CN(C[C@H]3C1)CCN1CCOCC1